tert-butyl (3-(benzyloxy)phenyl)carbamate C(C1=CC=CC=C1)OC=1C=C(C=CC1)NC(OC(C)(C)C)=O